t-butyl-copper sulfide C(C)(C)(C)[Cu]=S